C(C(=C)C)(=O)OCCC1=CC=C(C=C1)N=NC1=C(N(C(C(=C1C)C#N)=O)CCCOC(C(=C)C)=O)O 4-((5-cyano-2-hydroxy-1-(3-(methacryloyloxy)propyl)-4-methyl-6-oxo-1,6-dihydropyridin-3-yl)diazenyl)phenethyl methacrylate